IC=1N=C(N(C1C)C)C1=CC=CC=C1 4-Iodo-1,5-dimethyl-2-phenyl-1H-imidazole